bis(1,4-di-t-butyl-1,3-diazabutadienyl)nickel(II) CC(C)(C)C=N[C-]=NC(C)(C)C.CC(C)(C)C=N[C-]=NC(C)(C)C.[Ni+2]